CC1(N(C(CCC1)(C)C)O[C@]1([C@H](OC(C)=O)[C@H]([C@@H](OC(C)=O)[C@H](O1)COC(C)=O)N=[N+]=[N-])Br)C (2,2,6,6-Tetramethylpiperidin-1-yl)oxyl-2,4,6-Tri-O-acetyl-3-azido-3-deoxy-α-D-galactopyranosyl bromide